N1C=CC2=CC(=CC=C12)OC=1C(N(C(C1)=O)CC1CCOCC1)=O 3-((1H-indol-5-yl)oxy)-1-((tetrahydro-2H-pyran-4-yl)methyl)-1H-pyrrole-2,5-dione